silver-molybdenum-silver [Ag].[Mo].[Ag]